C12COCC(N1C=1SC3=C(N1)C=CC(=C3C(=O)NC3=C(C(=O)O)C=CC(=C3)OC)OC)C2 2-(2-(3-Oxa-6-azabicyclo[3.1.1]heptan-6-yl)-6-methoxybenzo[d]thiazole-7-carboxamido)-4-methoxybenzoic acid